N-methyl-N-(3-oxo-4-((R)-1-trityl-aziridine-2-carbonyl)piperazine-1-carbonyl)-L-valine benzyl ester C(C1=CC=CC=C1)OC([C@@H](N(C(=O)N1CC(N(CC1)C(=O)C1[N@@](C1)C(C1=CC=CC=C1)(C1=CC=CC=C1)C1=CC=CC=C1)=O)C)C(C)C)=O